(2-(6-chloro-2-methoxypyrimidin-4-yl)-4-(methoxymethyl)-2-azabicyclo[2.1.1]hex-1-yl)methanol ClC1=CC(=NC(=N1)OC)N1C2(CC(C1)(C2)COC)CO